1-(1-oxoisoindolin-4-yl)-5-(trifluoromethyl)-1H-pyrazole-4-carboxamide O=C1NCC2=C(C=CC=C12)N1N=CC(=C1C(F)(F)F)C(=O)N